NC1=C(C(=CC=C1)F)CO (2-amino-6-fluorophenyl)methanol